C1COC(=O)C=2C=C3C=CC(=CC3=CC2)C(=O)O1 2,6-naphthalenedicarboxylic acid ethylene ester